CC(=C(N)N)C=CC 2-methylpentadienediamine